C1(=C(C(=CC(=C1)C)C)N1C(N(CC1)C1=C(C=C(C=C1C)C)C)=[Ru](=CC1=C(C=CC=C1)OC(C)C)(Cl)Cl)C (1,3-dimesitylimidazolidin-2-ylidene)(2-isopropoxybenzylidene)ruthenium(vi) chloride